(S)-N-(3-(1H-pyrazolo[3,4-b]pyridin-4-yl)-5,6,7,8-tetrahydroquinolin-8-yl)-2-(tert-butyl)thiazole-5-carboxamide N1N=CC=2C1=NC=CC2C=2C=NC=1[C@H](CCCC1C2)NC(=O)C2=CN=C(S2)C(C)(C)C